C1(CC1)[C@H](CN1C(NC2=NC=C(C=C21)C2=CC(=CC=C2)C(F)(F)F)=O)O |r| (R/S)-1-(2-cyclopropyl-2-hydroxy-ethyl)-6-[3-(trifluoromethyl)phenyl]-3H-imidazo[4,5-b]pyridin-2-one